6-Bromo-3,3-dimethyl-3,4-dihydroisoquinolin-1(2H)-one BrC=1C=C2CC(NC(C2=CC1)=O)(C)C